FC1(CC(C1)NC(OC1=CC=CC=C1)=O)F phenyl (3,3-difluorocyclobutyl)carbamate